(S)-6-fluoro-2,10-dimethyl-7-(6-(3-(piperidin-1-yl)propoxy)pyridin-3-yl)-9,10-dihydro-8-oxa-2,4,10a-triazanaphtho[2,1,8-cde]azulen-1(2H)-one FC=1C=C2N=CC=3N(C(N4[C@H](COC(=C2C34)C1C=1C=NC(=CC1)OCCCN1CCCCC1)C)=O)C